CC1=CNC=2N=CN=C(C21)N2CCSC(=C2)C=2C=C1CCNC(C1=CC2)=O 6-(4-(5-methyl-7H-pyrrolo[2,3-d]pyrimidin-4-yl)-3,4-dihydro-2H-1,4-thiazin-6-yl)-3,4-dihydroisoquinolin-1(2H)-one